CN1CCC(CC1)C1=CC=C(C=C1)C1=CC=2N=CN(C(C2S1)=O)C(C(=O)OC)C1=CC=CC=C1 methyl 2-(6-(4-(1-methylpiperidin-4-yl)phenyl)-4-oxothieno[3,2-d]pyrimidin-3(4H)-yl)-2-phenylacetate